O1CCC(CC1)CC(=O)ON1C(C2=CC=CC=C2C1=O)=O 1,3-dioxoisoindolin-2-yl 2-(tetrahydro-2H-pyran-4-yl)acetate